C=1(C(=CC=CC1)S(=O)(=O)ON1N=CC(=N1)C1=CC=CC=C1)C=CC=1C(=CC=CC1)S(=O)(=O)ON1N=CC(=N1)C1=CC=CC=C1 bis-(4-phenyl-1,2,3-triazol-2-yl) stilbene-2,2'-disulfonate